FC1=CC2=C(N(C(=N2)NC=2OC3=C(N2)C=C(C=C3)CO)C)C=C1 {2-[(5-fluoro-1-methyl-1H-1,3-benzodiazol-2-yl)amino]-1,3-benzoxazol-5-yl}methanol